5-chloro-N-(3-(2-chloro-7-(methylamino)pyrido[2,3-d]pyrimidin-6-yl)-2-fluorophenyl)-2-methoxypyridine-3-sulfonamide ClC=1C=C(C(=NC1)OC)S(=O)(=O)NC1=C(C(=CC=C1)C1=CC2=C(N=C(N=C2)Cl)N=C1NC)F